NC1=NC(N(C=C1)[C@@H]1O[C@]([C@H](C1)O)(CC(F)(F)F)CO)=O 4-amino-1-[(2R,4S,5R)-4-hydroxy-5-(hydroxymethyl)-5-(2,2,2-trifluoroethyl)oxolan-2-yl]pyrimidin-2-one